allyl-sulfonic acid, potassium salt [K+].C(C=C)S(=O)(=O)[O-]